5-(cyclohexylmethyl)-4H-1,2,4-triazole C1(CCCCC1)CC=1NC=NN1